3-(((t-butyldimethylsilyl)oxy)methyl)piperazine-1-carboxylic acid tert-butyl ester C(C)(C)(C)OC(=O)N1CC(NCC1)CO[Si](C)(C)C(C)(C)C